BrC=1C(=NC(=NC1)NC1=C(C=C(C(=C1)C)N1CCC(CC1)N1CC(CC1)N(C)C)Cl)NC1=CC2=C(CCO2)C=C1NS(=O)(=O)C N-(6-((5-bromo-2-((2-chloro-4-(4-(3-(dimethylamino)pyrrolidin-1-yl)piperidin-1-yl)-5-methylphenyl)amino)pyrimidin-4-yl)amino)-2,3-dihydrobenzofuran-5-yl)methanesulfonamide